2,3-dimethyl-1-((2-methyl-1H-imidazol-1-yl)sulfonyl)-1H-imidazol-3-ium trifluoromethanesulfonate FC(S(=O)(=O)[O-])(F)F.CC=1N(C=C[N+]1C)S(=O)(=O)N1C(=NC=C1)C